4-methyl-1H-benzotriazole CC1=CC=CC=2NN=NC21